2-[2-(4,4-Difluoroazepan-1-yl)-5-methyl-3-pyridinyl]-6-methyl-1H-pyridin-4-one FC1(CCN(CCC1)C1=NC=C(C=C1C=1NC(=CC(C1)=O)C)C)F